hydroxy-ethyl-acrylate OC=C(C(=O)[O-])CC